O=S1(C2=C(NC(C3=C1C=CC=C3)=O)C=C(C=C2)C(=O)NCC2=CN=C(S2)C2=CC=C(OCCN3[C@@H](CCC3)C(=O)OC)C=C2)=O methyl (2-(4-(5-((5,5-dioxido-11-oxo-10,11-dihydrodibenzo[b,f][1,4]thiazepine-8-carboxamido)methyl)thiazol-2-yl)phenoxy)ethyl)-L-prolinate